N-(6-methylpyridin-2-yl)picolinamide CC1=CC=CC(=N1)NC(C1=NC=CC=C1)=O